ClC1=C2CC(CC2=CC=C1C=1SC=C2C1N=CN(C2=O)CC2(CCN(CC2)C(CC(C2=CC=CC=C2)C2CC2)=O)O)NC 7-(4-chloro-2-(methylamino)-2,3-dihydro-1H-inden-5-yl)-3-((1-(3-cyclopropyl-3-phenylpropionyl)-4-hydroxypiperidin-4-yl)methyl)thieno[3,4-d]pyrimidin-4(3H)-one